C(C)(=O)OC(CC(=O)O)CCCCCCCCCCC 3-acetoxytetradecanoic acid